Cl.C1(=CC=CC=C1)C1=C2CC[C@@H](CC2=CC=C1)N(CCC)CCC (2S)-5-phenyl-N,N-dipropyl-1,2,3,4-tetrahydronaphthalen-2-amine HCl